C(C=C)(=O)N1[C@H](C=2NC3=CC=CC=C3C2C[C@H]1C(=O)NC)C1=CC2=C(OCO2)C=C1 (1S,3S)-2-acryloyl-1-(benzo[d][1,3]dioxol-5-yl)-N-methyl-2,3,4,9-tetrahydro-1H-pyrido[3,4-b]indole-3-carboxamide